(2S,5R)-5-(2-chlorophenyl)-1-(4-isopropoxybenzoyl)pyrrolidine-2-carboxylic acid ClC1=C(C=CC=C1)[C@H]1CC[C@H](N1C(C1=CC=C(C=C1)OC(C)C)=O)C(=O)O